C(C)(C)(C)C1=C(C(=CC(=C1)CCC(=O)OCCCCCCCCCCCCCCCCCC)C(C)(C)C)O 2,6-di-tert-butyl-4-(octadecyloxy-carbonylethyl)phenol